[1,1'-biphenyl]-4,4'-dicarbonyl dichloride C1(=CC=C(C=C1)C(=O)Cl)C1=CC=C(C=C1)C(=O)Cl